3-(5-(((1S,2S,3R,4R)-3-(3-ethoxyazetidin-1-yl)bicyclo[2.2.1]heptan-2-yl)oxy)-1-oxoisoindolin-2-yl)piperidine-2,6-dione C(C)OC1CN(C1)[C@H]1[C@H]([C@H]2CC[C@@H]1C2)OC=2C=C1CN(C(C1=CC2)=O)C2C(NC(CC2)=O)=O